O=C1C(=NC2=CC=C(C=C2N1)C(=O)O)C1=CC=CC=C1 3-oxo-2-phenyl-3,4-dihydroquinoxaline-6-carboxylic acid